N6-(2-bromoacetyl)-L-lysine BrCC(=O)NCCCC[C@H](N)C(=O)O